methyl 4-(bromomethyl)-2,6-dichloropyridine-3-carboxylate BrCC1=C(C(=NC(=C1)Cl)Cl)C(=O)OC